6,6'-(6-phenyl-1,3,5-triazine-2,4-diyl)bis(3-(but-2-en-1-yloxy)phenol) C1(=CC=CC=C1)C1=NC(=NC(=N1)C1=CC=C(C=C1O)OCC=CC)C1=CC=C(C=C1O)OCC=CC